CC1=CC=C(C=C1)S(=O)(=O)O.N1=CN=C(C2=C1NC=C2)N[C@@H]2CC[C@@H](N(C2)C(C=C)=O)C 1-((2S,5R)-5-((7H-Pyrrolo[2,3-d]pyrimidin-4-yl)amino)-2-meth-ylpiperidin-1-yl)prop-2-en-1-one para-toluenesulfonate salt